tert-butyl (1S,2R,5R)-2-((Z)-prop-1-en-1-yl)-3,8-diazabicyclo[3.2.1]octane-8-carboxylate C(=C/C)/[C@@H]1[C@@H]2CC[C@H](CN1)N2C(=O)OC(C)(C)C